4-morpholino-N-phenethylpyrido[3',2':4,5]furo[3,2-d]pyrimidin-2-amine O1CCN(CC1)C=1C2=C(N=C(N1)NCCC1=CC=CC=C1)C1=C(O2)N=CC=C1